O=C1N(C(C2=CC=CC=C12)=O)[C@H]1CO[C@@H](OC1)C(=O)NNC(=O)[C@@H]1C[C@@H](C1)OC(F)(F)F trans-5-(1,3-dioxo-2,3-dihydro-1H-isoindol-2-yl)-N'-[cis-3-(trifluoromethoxy)cyclobutanecarbonyl]-1,3-dioxane-2-carbohydrazide